CC1(C(C(=CC2(CCN(C2=O)C2=CC=CC=C2)C1)C#N)=O)C 9,9-dimethyl-1,8-dioxo-2-phenyl-2-azaspiro[4.5]dec-6-ene-7-carbonitrile